2-((1S,2S,4R)-2-amino-7-azabicyclo[2.2.1]heptan-7-yl)-5-(4-chloro-2-methyl-2H-indazol-5-yl)-3-methyl-3,7-dihydro-4H-pyrrolo[2,3-d]pyrimidin-4-one N[C@@H]1[C@@H]2CC[C@H](C1)N2C=2N(C(C1=C(N2)NC=C1C1=C(C2=CN(N=C2C=C1)C)Cl)=O)C